(2S,4aS,4bS,6aR,7S,7aR,8aS,8bS,8cR,10aS)-2-ethyl-4a,6a-dimethyl-7-((2R,5S)-6,6,6-trifluoro-5-hydroxy-5-methylhexan-2-yl)octadecahydrocyclopropa[4,5]cyclopenta[1,2-a]phenanthren-2-ol C(C)[C@@]1(CC[C@@]2([C@H]3CC[C@]4([C@H]([C@@H]3CC[C@H]2C1)[C@@H]1[C@H]([C@@H]4[C@H](C)CC[C@](C(F)(F)F)(C)O)C1)C)C)O